N1(C=NC=C1)C=1N=C(C2=C(N1)C=C(N2)C)C(=O)NC2CCC(CC2)OCCOC (1H-imidazol-1-yl)-N-((1r,4r)-4-(2-methoxyethoxy)cyclohexyl)-6-methyl-5H-pyrrolo[3,2-d]pyrimidine-4-carboxamide